C(C)(C)(C)OC(=O)N1C=C(C2=CC(=CC=C12)Br)COC1=C(C=CC=C1)CC(=O)OCC.OC1=C(C=C(C=C1)C)N1N=C2C(=N1)C=CC=C2 2-(2'-hydroxy-5'-methylphenyl)benzotriazole tert-butyl-5-bromo-3-((2-(2-ethoxy-2-oxoethyl)phenoxy)methyl)-1H-indole-1-carboxylate